2-(dibenzo[b,d]furan-2-yl)aniline C1=C(C=CC=2OC3=C(C21)C=CC=C3)C3=C(N)C=CC=C3